ClC1=C(OC2=CC3=C(N(C=N3)C)C=C2)C=CC(=C1F)[N+](=O)[O-] 5-(2-chloro-3-fluoro-4-nitrophenoxy)-1-methyl-1H-benzo[d]imidazole